C(CCCC=C)=O hex-5-en-1-one